ClC=CC(Cl)(Cl)Cl 1,3,3,3-tetrachloropropene